OC(CC=O)(CCCC(C)C)C 3-hydroxy-3,7-dimethyloctanal